diethanol diacrylate phthalate C(C=1C(C(=O)O)=CC=CC1)(=O)O.C(C=C)(=O)O.C(C=C)(=O)O.C(C)O.C(C)O